N1CC(CC1)C(=O)N1CCN(CC1)C1=CC=NC2=CC=CC=C12 pyrrolidin-3-yl(4-(quinolin-4-yl)piperazin-1-yl)methanone